C(C)(C)(C)C=1C(=NC=CC1NC(CC1=C(C(=CC(=C1)Cl)C(C)O)OC)=O)C(=O)N tert-butyl-4-[[2-[5-chloro-3-(1-hydroxyethyl)-2-methoxy-phenyl]acetyl]amino]pyridine-2-carboxamide